C(C)(=O)N1CC=2C(=C3C(=NC2CC1)C=C(C=C3)C(=O)OC)Cl methyl 2-acetyl-10-chloro-1,2,3,4-tetrahydrobenzo[b][1,6]naphthyridine-7-carboxylate